rac-4-((4bs,5r,6s,7ar)-6-((cyclopropylamino)methyl)-4b,5-dihydroxy-4-methoxy-7-phenyl-4b,5,6,7-tetrahydro-7aH-cyclopenta[4,5]furo[2,3-c]pyridin-7a-yl)benzonitrile C1(CC1)NC[C@@H]1[C@@H]([C@]2([C@](C3=C(C=NC=C3OC)O2)([C@@H]1O)O)C1=CC=C(C#N)C=C1)C1=CC=CC=C1 |&1:6|